3-(5-{[tert-butyl(dimethyl)silyl]oxy}-4-chloro-2-fluorophenyl)-6-(1,1-difluoroethyl)pyrimidine-2,4(1H,3H)-dione [Si](C)(C)(C(C)(C)C)OC=1C(=CC(=C(C1)N1C(NC(=CC1=O)C(C)(F)F)=O)F)Cl